C12(CC(C1)C2)N2N=C1[C@H](N(CCC1=C2C2=CC=CC=C2)C(=O)C=2C=NN(C2C2CC2)C)C |r| rac-(2-(bicyclo[1.1.1]pentan-1-yl)-7-methyl-3-phenyl-2,4,5,7-tetrahydro-6H-pyrazolo[3,4-c]pyridin-6-yl)(5-cyclopropyl-1-methyl-1H-pyrazol-4-yl)methanone